1-(4-(trifluoromethyl)phenyl)ethan-1-d-1-ol FC(C1=CC=C(C=C1)C(C)(O)[2H])(F)F